4-[[3,3-difluoro-2-methoxy-propyl]-[4-(5,6,7,8-tetrahydro-1,8-naphthyridin-2-yl)butyl]amino]-2-(3-ethylpentanoylamino)butanoic acid FC(C(CN(CCC(C(=O)O)NC(CC(CC)CC)=O)CCCCC1=NC=2NCCCC2C=C1)OC)F